(1-(methyl-d3)-1H-indazol-6-yl)pentane-1-sulfonamide C(N1N=CC2=CC=C(C=C12)C(CCCC)S(=O)(=O)N)([2H])([2H])[2H]